NC1CCC(CC1)C=C 1-amino-4-ethenylcyclohexane